FC(OC1=C(C=CC(=C1F)F)[C@H]1[C@H](O[C@]([C@H]1C)(C(F)(F)F)C)C(=O)NC1=CC(=NC=C1C)C(=O)N)F (2S,3S,4S,5R)-4-[[3-[2-(Difluoromethoxy)-3,4-difluorophenyl]-4,5-dimethyl-5-(trifluoromethyl)tetrahydrofuran-2-carbonyl]amino]-5-methyl-pyridin-2-carboxamid